(S)-1'-(8-(thieno[2,3-b]pyridin-4-ylthio)imidazo[1,2-c]pyrimidin-5-yl)-1,3-dihydrospiro[indene-2,4'-piperidin]-1-amine S1C=CC=2C1=NC=CC2SC=2C=1N(C(=NC2)N2CCC3(CC2)[C@@H](C2=CC=CC=C2C3)N)C=CN1